ClC1=CC=C2C(=C1)NC(C21N(C(C=2N=C(N(C21)C(C)C)C2=C(C=C(C=C2)N(C)C)OC)=O)C2=CC(=CC=C2)Cl)=O 6-chloro-5'-(3-chlorophenyl)-2'-(4-(dimethylamino)-2-methoxyphenyl)-3'-isopropyl-3'H-spiro[indoline-3,4'-pyrrolo[3,4-d]imidazole]-2,6'(5'H)-dione